Cl.C[C@@](C(=O)OCCC1C=CCC1)(C[C@H]1C(NCC1)=O)N 2-(cyclopent-2-en-1-yl)ethan-1-ol methyl-(2S)-2-amino-3-[(3S)-2-oxopyrrolidin-3-yl]propanoate hydrochloride salt